FC(COC1=C(C=CC=C1)S(=O)(=O)N)F 2-(2,2-difluoroethoxy)benzenesulfonamide